vanadium (phenoxy)(1,3-bis(2,4,6-trimethylphenyl)-imidazolinimine) O(C1=CC=CC=C1)C1N(CC(N1C1=C(C=C(C=C1C)C)C)=N)C1=C(C=C(C=C1C)C)C.[V]